CC1(CCC=2C(\C(\C3=CC=CC=C3C2C1)=N/[C@H](CC1=CC=CC=C1)C(=O)O)=O)C N-[(9Z)-3,3-dimethyl-10-oxo-1,2,3,4,9,10-hexahydrophenanthrene-9-ylidene]-D-phenylalanine